Methoxyamin hydrochloride Cl.CON